C(C1=CC=CC=C1)OC1=C(C=C(C=C1C(C)C)Br)C(C)C 2-benzyloxy-5-bromo-1,3-diisopropylbenzene